ClC1=CC=CC(=N1)C=1OC=C(N1)CC#N 2-(2-(6-chloropyridin-2-yl)oxazol-4-yl)acetonitrile